(2R,3S)-2-(3-(5-chloro-7-(1-(2-fluoroethyl)-1H-pyrazol-4-yl)-1H-benzo[d]imidazol-1-yl)propyl)piperidin-3-ol ClC1=CC2=C(N(C=N2)CCC[C@H]2NCCC[C@@H]2O)C(=C1)C=1C=NN(C1)CCF